CNC(N(C1=CC=CC=C1)C1=CC=CC=C1)=O 3-methyl-1,1-diphenyl-urea